pentyl N-[6-[[(Z)-[(1-methyltetrazol-5-yl)-phenyl-methylene] amino] oxy methyl]-2-pyridyl]carbamate CN1N=NN=C1\C(\C1=CC=CC=C1)=N/OCC1=CC=CC(=N1)NC(OCCCCC)=O